propyl alpha-hydroxypentanoate OC(C(=O)OCCC)CCC